N1=C(C=CC=C1)C1=NSN=C1 pyridinyl-[2,1,3]thiadiazole